FC=1C=C(CNC2=NC=CN=C2)C=CC1C1=NOC(=N1)C(F)(F)F N-(3-Fluoro-4-(5-(trifluoromethyl)-1,2,4-oxadiazol-3-yl)benzyl)-pyrazin-2-amin